2-([1,1'-biphenyl]-3-yl)-4-chloro-6-(dibenzo[b,d]thiophen-4-yl)-1,3,5-triazine C1(=CC(=CC=C1)C1=NC(=NC(=N1)Cl)C1=CC=CC2=C1SC1=C2C=CC=C1)C1=CC=CC=C1